C(C)(C)(C)OC(=O)N1CCC2(COC3=C2C=CC(=C3C=O)C(=O)O)CCC1 1-[(tert-butoxy)carbonyl]-7'-formyl-2'H-spiro[azepane-4,3'-[1]benzofuran]-6'-carboxylic acid